CN(C=1SC2=C(N1)SC(=N2)N2C(C=C(C=C2)C=2C=NNC2)=O)C2C[C@H]1CC[C@@H](C2)N1C 1-(5-{Methyl[(1R,3s,5S)-8-methyl-8-azabicyclo[3.2.1]octan-3-yl]amino}[1,3]thiazolo[5,4-d][1,3]thiazol-2-yl)-4-(1H-pyrazol-4-yl)pyridin-2(1H)-on